CC1=CC=C(C=C1)S(=O)(=O)O.S(=O)(=O)(O)CCCN1C(C=CC2=CC=CC=C12)CC(C)C 1-(3-sulfopropyl)-2-isobutyl-quinoline p-toluenesulfonate